N1CC(C1)N1CC2N(C=3C(=NN=C(C3)C3=C(C=CC=C3)O)NC2)CC1 2-(8-(azetidin-3-yl)-6,6a,7,8,9,10-hexahydro-5H-pyrazino[1',2':4,5]pyrazino[2,3-c]pyridazin-2-yl)phenol